CC(C=O)C(CC(C)(C)C)C methyl-3,5,5-trimethylhexanal